S1C=NC2=C1C=CC(=C2)NC2=CC=NC1=CC=C(C=C21)C=2C=CC(=NC2)C(=O)N2CC(N(CC2)C)=O 4-(5-(4-(benzo[d]thiazol-5-ylamino)quinolin-6-yl)picolinoyl)-1-methylpiperazin-2-one